OCC[NH+](C)C β-hydroxyethyldimethylammonium